C(CCCCCCC)NC(OC1=CC(=CC(=C1)O)C=1C=NC=C(C1)C=1OC=NN1)=O 3-(5-(1,3,4-oxadiazol-2-yl)pyridin-3-yl)-5-hydroxyphenyl octylcarbamate